5-[(2,3-Diiodophenoxymethylthio)methyl]-1,3,4-oxadiazol-2(3H)-one IC1=C(OCSCC2=NNC(O2)=O)C=CC=C1I